FC1=CC=C(C=C1)[C@@H]1N(CCC2=CC=CC=C12)C(=O)[C@@H]1OC[C@@H]([C@H](C1)NC(OC(C)(C)C)=O)[S@@](=O)(=N)C tert-butyl ((2R,4S,5R)-2-((S)-1-(4-fluorophenyl)-1,2,3,4-tetrahydroisoquinoline-2-carbonyl)-5-((R)-S-methylsulfonimidoyl)tetrahydro-2H-pyran-4-yl)carbamate